(S)-3-(1-oxo-5-(4-(piperidin-4-yl)piperazin-1-yl)isoindolin-2-yl)piperidine-2,6-dione O=C1N(CC2=CC(=CC=C12)N1CCN(CC1)C1CCNCC1)[C@@H]1C(NC(CC1)=O)=O